ClC=1C=CC2=C(CC(CC=3N2C(=NN3)[C@@H]3CC[C@H](CC3)OC3=NC=CC=C3)N(C(C)C)C)C1 8-Chloro-N-methyl-N-(propan-2-yl)-1-[trans-4-(pyridin-2-yloxy)cyclohexyl]-5,6-dihydro-4H-[1,2,4]triazolo[4,3-a][1]benzazepin-5-amin